diethyl 2-but-3-ynyl-2-fluoro-propanedioate C(CC#C)C(C(=O)OCC)(C(=O)OCC)F